FC=1C(=C(C=C(C1)CC1=CN=CO1)[C@H](C(=O)O)N1C[C@@H](CC1)OCCCCCC1=NC=2NCCCC2C=C1)OC (R)-2-(3-fluoro-2-methoxy-5-(oxazol-5-ylmethyl)phenyl)-2-((R)-3-((5-(5,6,7,8-tetrahydro-1,8-naphthyridin-2-yl)pentyl)oxy)pyrrolidin-1-yl)acetic acid